CC1(OCC(CO1)OC(C=C)=O)C 2,2-dimethyl-1,3-dioxan-5-yl-acrylate